(1S,2R)-2-((S)-5-Chloro-8-((1-isopropyl-1H-1,2,3-triazol-4-yl)methoxy)-1-((1-oxoisoindolin-2-yl)methyl)-1,2,3,4-tetrahydroisochinolin-2-carbonyl)cyclohexan ClC1=C2CCN([C@@H](C2=C(C=C1)OCC=1N=NN(C1)C(C)C)CN1C(C2=CC=CC=C2C1)=O)C(=O)C1CCCCC1